OC(C)(C)[C@@H]1CC=2C=C3C=CC(OC3=CC2O1)=O (2S)-2-(2-hydroxy-prop-2-yl)-2h,3h,7h-furo[3,2-g]chromen-7-one